CC1=C(C(=CC(=C1)[N+](=O)[O-])C)C=1C2=CC=C(N2)C(=C2C=CC(C(=C3C=CC(=C(C=4C=CC1N4)C4=C(C=C(C=C4C)[N+](=O)[O-])C)N3)C3=C(C=C(C=C3C)[N+](=O)[O-])C)=N2)C2=C(C=C(C=C2C)[N+](=O)[O-])C 5,10,15,20-tetra(2,6-dimethyl-4-nitrophenyl)porphyrin